C(C)C1=NC2=C(N1)C=CC=C2 2-ethyl-1H-benzo[d]imidazole